OC1=CC=C2C3=C(C(OC2=C1)=O)C=C(C=C3)C#CCN3CCCCC3 3-hydroxy-8-(3-(piperidin-1-yl)prop-1-yn-1-yl)-6H-benzo[c]chromen-6-one